N-(5-iodoquinolin-8-yl)-2-vinyl-4-pentenamide IC1=C2C=CC=NC2=C(C=C1)NC(C(CC=C)C=C)=O